5-(2,4-dimethylphenyl)-3-hydroxyisobenzofuran-1(3H)-one CC1=C(C=CC(=C1)C)C=1C=C2C(OC(C2=CC1)=O)O